COC1=CC=2CCN3C(C2C=C1C(=O)O)CC=1C=CC(=C(C1C3)OS(=O)(=O)C3=CC=CC=C3)OC 3,10-Dimethoxy-9-(phenylsulfonyloxy)-5,6,7,8,13,13a-hexahydro-isoquinolino[3,2-a]isoquinoline-2-carboxylic acid